C1(=CC=CC=C1)N(C(CCC)N)C1=CC=CC=C1 N,N-diphenyl-butanediamine